N1=CC=CC=2CCNC(C12)=O 6,7-Dihydro-1,7-naphthyridin-8(5H)one